C(C)OC(C(C)(C)OC1=C(C=C(C=C1C)C([2H])([2H])N1N=CN(C1=O)C1=CC=C(C=C1)OC(F)(F)F)C)=O 2-(2,6-Dimethyl-4-((5-oxo-4-(4-(trifluoromethoxy)phenyl)-4,5-dihydro-1H-1,2,4-Triazol-1-yl)-dideuteriomethyl)phenoxy)-2-methylpropionic acid ethyl ester